NCCN(CCN)CCN tris-(aminoethyl)amine